ClC1=C(C=C(CSC2=NC3=C(C=C(C=C3C(N2C)=O)C)C(C)O)C=C1)OC(F)(F)F 2-((4-chloro-3-(trifluoromethoxy)benzyl)thio)-8-(1-hydroxyethyl)-3,6-dimethylquinazolin-4(3H)-one